(E)-5-(2-(pyridin-3-yl)ethyl)pyrazine-2-carbaldehyde oxime hydrogen chloride Cl.N1=CC(=CC=C1)CCC=1N=CC(=NC1)/C=N/O